N-propyl-2H-triazole C(CC)N1NNC=C1